3-(2H3)Methyl-9-methyl-3,4,7,15-tetraazatricyclo[12.3.1.02,6]Octadecan-1(18),2(6),4,14,16-pentaen-8-one C(N1C=2C=3C=CN=C(CCCCC(C(NC2C=N1)=O)C)C3)([2H])([2H])[2H]